6-(5-(trifluoromethyl)-1,2,4-oxadiazol-3-yl)-N-(4-(trifluoromethyl)benzyl)imidazo[1,2-a]pyridine-2-carboxamide FC(C1=NC(=NO1)C=1C=CC=2N(C1)C=C(N2)C(=O)NCC2=CC=C(C=C2)C(F)(F)F)(F)F